S(N)(OC1CCC2(C(=C(CC12)CCCCCC)C1=CC=CC=C1)C(=C)C1=CC=CC=C1)(=O)=O 5-hexyl-4-phenyl-3a-(1-phenylvinyl)-1,2,3,3a,6,6a-hexahydropentalen-1-yl sulfamate